Cl[C@@H](C(=O)O)C R-(+)-2-chloropropionic acid